N-[4-(3-chloro-2-fluoro-anilino)-7-[2-[(3S)-3-methoxy-1-methyl-pyrrolidin-3-yl]ethynyl]quinazolin-6-yl]prop-2-enamide ClC=1C(=C(NC2=NC=NC3=CC(=C(C=C23)NC(C=C)=O)C#C[C@@]2(CN(CC2)C)OC)C=CC1)F